Methyl-2-(1,4-dioxaspiro[4.5]decan-8-ylidene)acetic acid methyl ester COC(C(=C1CCC2(OCCO2)CC1)C)=O